CN(CCC1(NC(=C(C=C1N)NC1=NC=CC(=N1)C1=NN(C2=CC=CC=C12)C)OC)NC)C 2-(2-(dimethylamino)ethyl)-6-methoxy-N2-methyl-N5-(4-(1-methyl-1H-indazol-3-yl)pyrimidin-2-yl)pyridin-2,3,5-triamine